5-chloro-4-(3-fluoro-4-methylphenyl)-2-methylpyrimidine ClC=1C(=NC(=NC1)C)C1=CC(=C(C=C1)C)F